N-(3-hydroxy-4-Methoxyphenyl)-2-isopropyl-5,5-dimethylcyclohexanecarboxamide OC=1C=C(C=CC1OC)NC(=O)C1C(CCC(C1)(C)C)C(C)C